BrC1=C(N=C2N(C1=O)C=C(N2CC(C)O)C)C(F)(F)F 6-Bromo-1-(2-hydroxypropyl)-2-methyl-7-(trifluoromethyl)imidazo[1,2-a]pyrimidin-5-one